(1-(6,7-dimethoxyquinazolin-4-yl)piperidin-4-yl)methyl dihydrogen phosphate P(=O)(OCC1CCN(CC1)C1=NC=NC2=CC(=C(C=C12)OC)OC)(O)O